FC=1C(=CC2=C(C1)C1(CC1)CO2)NC2=NC=1N(C(=C2)NC)N=CC1C(=O)N[C@H]1[C@H](C1)F 5-((5-Fluoro-2H-spiro[benzofuran-3,1'-cyclopropan]-6-yl)amino)-N-((1R,2S)-2-fluorocyclopropyl)-7-(methylamino)pyrazolo[1,5-a]pyrimidine-3-carboxamide